4-(((3S,4R)-4-hydroxy-4-(hydroxymethyl)-1-((4-methoxy-2-(trifluoromethyl)phenyl)sulfonyl)pyrrolidin-3-yl)sulfonyl)benzonitrile O[C@@]1([C@H](CN(C1)S(=O)(=O)C1=C(C=C(C=C1)OC)C(F)(F)F)S(=O)(=O)C1=CC=C(C#N)C=C1)CO